FC1=C(C(=CC(=C1)OCCN1CC(C1)CF)F)[C@@H]1N([C@H](CC2=C1NC1=C(C=CC=C21)F)C)CC(C)(C)F (1S,3S)-1-(2,6-difluoro-4-(2-(3-(fluoromethyl)azetidin-1-yl)ethoxy)phenyl)-8-fluoro-2-(2-fluoro-2-methylpropyl)-3-methyl-2,3,4,9-tetrahydro-1H-pyrido[3,4-b]indole